C(\C=C\C=C\CCCCC)=O (E,E)-decadienal